C(C)OC1=CC=C(C(=N1)C)B(O)O 6-ETHOXY-2-METHYLPYRIDINE-3-BORONIC ACID